alpha-D-Glucopyranosyl-D-glucitol [C@H]1([C@H](O)[C@@H](O)[C@H](O)[C@H](O1)CO)C([C@H](O)[C@@H](O)[C@H](O)[C@H](O)CO)O